3-chloro-4-(4-((8-(difluoromethoxy)-2-methyl-3-oxo-3,4-dihydroquinoxalin-6-yl)methyl)piperazin-1-yl)benzonitrile ClC=1C=C(C#N)C=CC1N1CCN(CC1)CC=1C=C2NC(C(=NC2=C(C1)OC(F)F)C)=O